tert-butyl (3aS,5R,6aR)-5-hydroxy-2,2-dimethyltetrahydro-2H-cyclopenta[d][1,3]oxazole-3(3aH)-carboxylate O[C@H]1C[C@@H]2[C@@H](N(C(O2)(C)C)C(=O)OC(C)(C)C)C1